CN([C@@H]1[C@H](CC[C@@H](C1)C1=CC(=CC=C1)CC(F)(F)F)OC1=CC=C(C(=N1)C)S(=O)(=O)NC1=NC=NC=C1)C 6-(((1S,2S,4S)-2-(dimethyl-amino)-4-(3-(2,2,2-trifluoro-ethyl)phenyl)-cyclohexyl)-oxy)-2-methyl-N-(pyrimidin-4-yl)pyridine-3-sulfonamide